CC1(C=[NH+]C2=CC=CC=C12)C 3,3-dimethyl-3H-indol-1-ium